methylenebis(4,6-di-tert-butylphenyl) 2-ethylhexyl phosphite P1(OC2=C(C=C(C=C2C(C)(C)C)C(C)(C)C)CC2=C(C(=CC(=C2)C(C)(C)C)C(C)(C)C)O1)OCC(CCCC)CC